(4-(3,5-dichlorophenyl)thiophen-2-yl)(3,4,5-trimethoxyphenyl)methanone ClC=1C=C(C=C(C1)Cl)C=1C=C(SC1)C(=O)C1=CC(=C(C(=C1)OC)OC)OC